C[C@H](C1=CC=CC=C1)NCC2=CC=CC=C2 R-(+)-N-benzyl-1-phenylethylamine